C1(CC1)CN1CC2=C(N=C(N=C2OC(C)C2=CC=C(C=C2)C(F)(F)F)C)CC1 6-(cyclopropylmethyl)-2-methyl-4-(1-(4-(trifluoromethyl)phenyl)ethoxy)-5,6,7,8-tetrahydropyrido[4,3-d]pyrimidine